The molecule is a fatty acid anion 18:0 that is the conjugate base of octadecanoic acid (stearic acid). Stearates have a variety of uses in the pharmaceutical industry. It has a role as a human metabolite, a plant metabolite and a Saccharomyces cerevisiae metabolite. It is a long-chain fatty acid anion, a straight-chain saturated fatty acid anion, a fatty acid anion 18:0 and a 2-saturated fatty acid anion. It is a conjugate base of an octadecanoic acid. CCCCCCCCCCCCCCCCCC(=O)[O-]